4-(4-(4-hydroxybenzyl)-3,5-dimethoxyphenyl)-1-(4-methoxybenzyl)-6-methyl-1,6-dihydro-7H-pyrazolo[3,4-c]pyridin-7-one OC1=CC=C(CC2=C(C=C(C=C2OC)C=2C3=C(C(N(C2)C)=O)N(N=C3)CC3=CC=C(C=C3)OC)OC)C=C1